C12CN(CC2C1)CCOC(C(F)(F)F)C1=CC=C(C=N1)C1=CC=2C3=C(N=NC2C=C1)N(C(N3C3CC(C3)OC)=O)C 8-(6-(1-(2-(3-azabicyclo[3.1.0]hexan-3-yl)ethoxy)-2,2,2-trifluoroethyl)pyridin-3-yl)-1-(3-methoxycyclobutyl)-3-methyl-1,3-dihydro-2H-imidazo[4,5-c]cinnolin-2-one